2-((4-(2-(4-cyano-2-fluorophenyl)-2-methylbenzo[d][1,3]dioxan-4-yl)piperidin-1-yl)methyl)-1-(((S)-oxabutan-2-yl)methyl)-1H-thieno[2,3-d]imidazole-5-carboxylic acid C(#N)C1=CC(=C(C=C1)C1(OC(C2=C(O1)C=CC=C2)C2CCN(CC2)CC=2N(C1=C(N2)SC(=C1)C(=O)O)C[C@@H](O)CC)C)F